O1C(NCC12CCOCC2)=O 1,8-Dioxa-3-azaspiro[4.5]decan-2-one